3-chloro-4-(1-(4-fluoro-3-hydroxyphenyl)-1H-indazol-5-yl)benzamide ClC=1C=C(C(=O)N)C=CC1C=1C=C2C=NN(C2=CC1)C1=CC(=C(C=C1)F)O